2-(4-bromo-2-fluorophenoxy)-4-methylimidazole BrC1=CC(=C(OC=2NC=C(N2)C)C=C1)F